Cl.Cl.N1N=CC(=C1)C1=CC=C(C=C1)NC(C(=CN)N1N=NC(=C1)C1=CC=CC=C1)=O N-(4-(1H-pyrazol-4-yl)phenyl)-3-amino-2-(4-phenyl-1H-1,2,3-triazol-1-yl)acrylamide dihydrochloride